N-methyl-5-(2-methyl-2,3-dihydroimidazo[2,1-B]oxazol-6-yl)-6-((4-(trifluoromethyl)benzyl)amino)pyridine-3-sulfonamide CNS(=O)(=O)C=1C=NC(=C(C1)C=1N=C2OC(CN2C1)C)NCC1=CC=C(C=C1)C(F)(F)F